FC1=C(C=CC=C1F)[C@@H]1N(OCC1)C1=CC(=NC=N1)NC=1C(=CC(=C(C1)NC(C=C)=O)N1CCN(CC1)CC)OC N-(5-((6-((R)-3-(2,3-difluorophenyl)isoxazolidine-2-yl)pyrimidine-4-yl)amino)-2-(4-ethylpiperazine-1-yl)-4-methoxyphenyl)acrylamide